(5S,7R)-5-(4-bromo-2,6-difluorophenyl)-6-(3-((tert-butyldiphenylsilyl)oxy)-2,2-difluoropropyl)-7-methyl-5,6,7,8-tetrahydro-[1,3]dioxolano[4,5-g]isoquinoline BrC1=CC(=C(C(=C1)F)[C@H]1N([C@@H](CC=2C=C3C(=CC12)OCO3)C)CC(CO[Si](C3=CC=CC=C3)(C3=CC=CC=C3)C(C)(C)C)(F)F)F